(S)-2-((((9H-fluoren-9-yl)methoxy)carbonyl)amino)-6-boronohexanoic acid C1=CC=CC=2C3=CC=CC=C3C(C12)COC(=O)N[C@H](C(=O)O)CCCCB(O)O